(4-(2-(1,4-dimethyl-1H-pyrazol-5-yl)-5-fluoropyridin-4-yl)piperazin-1-yl)(5-(2-methylthiazol-5-yl)-4,5-dihydro-1H-pyrazol-1-yl)methanone CN1N=CC(=C1C1=NC=C(C(=C1)N1CCN(CC1)C(=O)N1N=CCC1C1=CN=C(S1)C)F)C